P(=S)(SCCSCCCCCCCC)(OCCSCCCCCCCC)[O-] di(octylthioethyl) dithiophosphate